(4-tert-pentylcyclohexyl)ethyl fumarate C(\C=C\C(=O)[O-])(=O)OCCC1CCC(CC1)C(C)(C)CC